N-(2-(3,3-difluoropyrrolidin-1-yl)-4-(1H-pyrazol-5-yl)pyridin-3-yl)-4-methoxybicyclo[2.2.2]octane-1-carboxamide FC1(CN(CC1)C1=NC=CC(=C1NC(=O)C12CCC(CC1)(CC2)OC)C2=CC=NN2)F